N-(6-(6-(1-phenyl-1H-pyrazol-4-yl)imidazo[1,2-b]pyridazin-3-yl)pyridin-2-yl)-2-azaspiro[3.3]heptan-6-amine C1(=CC=CC=C1)N1N=CC(=C1)C=1C=CC=2N(N1)C(=CN2)C2=CC=CC(=N2)NC2CC1(CNC1)C2